CC1(C(C1)CCCCCC1C(C1)CO)C (2-(5-(2,2-dimethylcyclopropyl)-pentyl)cyclopropyl)methanol